C(C)(=O)OC1C(OCC(C1N1N=NC(=C1)C1=CC(=C(C(=C1)F)F)F)OC)COC(C)=O 2-(acetoxymethyl)-5-methoxy-4-(4-(3,4,5-trifluorophenyl)-1H-1,2,3-triazol-1-yl)tetrahydro-2H-pyran-3-yl acetate